ONC12C(=NNC1=O)CS(C2)(=O)=O 3a-(hydroxyamino)-2H,3H,3aH,4H,6H-5lambda6-thieno[3,4-c]Pyrazole-3,5,5-trione